trimethoxy-[3-(oxetanylmethoxy)propyl]silane CO[Si](CCCOCC1OCC1)(OC)OC